C1(=C(C(=C(C=2OC3=C(C21)C(=C(C(=C3[2H])[2H])[2H])[2H])[2H])[2H])[2H])[2H] dibenzo[b,d]furan-d8